NCC1(C(C(N(C(C1([2H])[2H])([2H])[2H])C(=O)OC(C)(C)C)([2H])[2H])([2H])[2H])[2H] tert-butyl 4-(aminomethyl)-2,2,3,3,4,5,5,6,6-nonadeuterio-piperidine-1-carboxylate